[Ni].[Mn].[Na] sodium-manganese-nickel